C[SiH](C)[Hf](C1C=C(C=C1)C[Si](C)(C)C)C1(C(=C(C(=C1)C)C)C)C dimethylsilyl-(tetramethylcyclopentadienyl)(3-trimethylsilylmethylcyclopentadienyl)hafnium